ClC1=CC(=C(COC2=C(C=CC(=N2)C2=C(C(=C(CC3=NC4=C(N3[C@@H]3COCC3(C)C)C=C(C=C4F)C(=O)O)C(=C2)F)F)F)F)C=C1)F (S)-2-(4-(6-((4-chloro-2-fluorobenzyl)oxy)-5-fluoropyridin-2-yl)-2,3,6-trifluorobenzyl)-1-(4,4-dimethyltetrahydrofuran-3-yl)-4-fluoro-1H-benzo[d]imidazole-6-carboxylic acid